FC=1C(=NC=C(C1)F)C(CN)(C)C 2-(3,5-difluoropyridin-2-yl)-2-methylpropan-1-amine